ClC=1C=C(C=CC1F)N(C(=O)NC)C1(CCC2=CC=CC(=C12)F)C N-(3-chloro-4-fluorophenyl)-7-fluoro-1-methyl-1-(3-methylureido)-2,3-dihydro-1H-indene